[1,8]Naphthyridine-8(6H)-carboxylic acid tert-butyl ester C(C)(C)(C)OC(=O)N1CCCC=2C=CC=NC12